(1R,2S,5S)-3-[(2S)-2-[(1-acetylazetidine-3-carbonyl)amino]-3,3-dimethyl-butanoyl]-6,6-dimethyl-3-azabicyclo[3.1.0]hexane-2-carboxylic acid C(C)(=O)N1CC(C1)C(=O)N[C@H](C(=O)N1[C@@H]([C@H]2C([C@H]2C1)(C)C)C(=O)O)C(C)(C)C